tert-butyl 2-acetyl-5-bromo-1H-pyrrole-1-carboxylate C(C)(=O)C=1N(C(=CC1)Br)C(=O)OC(C)(C)C